COC=1N=C2C(=CC=NC2=CC1OC)OC1=C(C=C(C=C1)NC(=O)C=1C(N(C=C(C1C)C)C1=CC=C(C=C1)F)=O)F N-[4-[(6,7-dimethoxy-1,5-naphthyridin-4-yl)oxy]-3-fluorophenyl]-1-(4-fluorophenyl)-4,5-dimethyl-2-oxopyridine-3-carboxamide